6,6-dimethyl-3-[2-(1-methylcyclobutyl)-2-[(2,2,2-trifluoroacetyl)amino]acetyl]-3-azabicyclo[3.1.0]hexane-2-carboxamide CC1(C2CN(C(C12)C(=O)N)C(C(NC(C(F)(F)F)=O)C1(CCC1)C)=O)C